2-chloro-1,3-dimethylimidazolidinium tetrafluoroborate F[B-](F)(F)F.ClC1[NH+](CCN1C)C